CC1=NN(C(=N1)C)C1=NC=CC(=N1)N1CCN(CC1)C(=O)N1N=CC[C@H]1C=1C=C(C#N)C=C(C1)F (S)-3-(1-(4-(2-(3,5-dimethyl-1H-1,2,4-triazol-1-yl)pyrimidin-4-yl)piperazine-1-carbonyl)-4,5-dihydro-1H-pyrazol-5-yl)-5-fluorobenzonitrile